tricosenylamine C(=CCCCCCCCCCCCCCCCCCCCCC)N